(2R)-7-amino-2-methyl-4-[(1R)-1-phenylethyl]-2H-1,4-benzoxazin-3-one NC1=CC2=C(N(C([C@H](O2)C)=O)[C@H](C)C2=CC=CC=C2)C=C1